C1CCC(=CC1)C(=O)NCC(=O)O The molecule is an N-acylglycine in which the acyl group is specifed as cyclohex-1-en-1-ylcarbonyl. It has a role as a metabolite.